O[C@@H](CNC(=O)C=1C(N(N=C(C1)C1=CC=C(C=C1)C(F)(F)F)C1=CC(=CC=C1)F)=O)CO (-)-N-[(2S)-2,3-dihydroxypropyl]-2-(3-fluorophenyl)-3-oxo-6-[4-(trifluoromethyl)phenyl]-2,3-dihydropyridazine-4-carboxamide